C(C)C1(COC1)COCCO ethyleneglycol (3-ethyl-3-oxetanylmethyl) ether